COC1=CC=C2C3=C(N(C2=C1)CCCCN)C(=NC=C3)C 4-(7-methoxy-1-methyl-9H-pyrido[3,4-b]indol-9-yl)butan-1-amine